(6aR,9S)-N-ethyl-7-(3-methoxybenzyl)-N-propyl-4,6,6a,7,8,9-hexahydroindolo[4,3-fg]quinoline-9-carboxamide C(C)N(C(=O)[C@@H]1CN([C@@H]2CC=3C4=C(C2=C1)C=CC=C4NC3)CC3=CC(=CC=C3)OC)CCC